ClC=1C=C(C=CC1F)C(C=1NC(=C(N1)S(=O)(=O)C)C)OC1CC(C1)C1CC1 2-[(3-chloro-4-fluorophenyl)-(3-cyclopropylcyclobutyl)oxymethyl]-5-methyl-4-methylsulfonyl-1H-imidazole